ClC=1C(=C(C(=O)OC)C=C(C1)C#N)C methyl 3-chloro-5-cyano-2-methylbenzoate